C[C@@H]1OC(C[C@H]2[C@@H]1OC(O2)=O)ONC(=O)/C=C/C2=CC=C(C=C2)CN(C(OC(C)(C)C)=O)CCC2=C(NC1=CC=CC=C21)C tert-butyl N-({4-[(1E)-2-({[(3aR,4S,7aS)-4-methyl-2-oxo-hexahydro-[1,3]dioxolo[4,5-c]pyran-6-yl]oxy}carbamoyl)eth-1-en-1-yl]phenyl}methyl)-N-[2-(2-methyl-1H-indol-3-yl)ethyl]carbamate